(E)-2,2-difluoro-4-phenylbut-3-enoic acid ethyl ester C(C)OC(C(\C=C\C1=CC=CC=C1)(F)F)=O